ClC1CNCC(N1C(=O)O)C1=NC(=NC2=C(C(=CC=C12)N1CCCC2=CC(=CC=C12)F)F)OCC1N(CCC1)C 6-chloro-8-fluoro-7-(6-fluoro-3,4-dihydroquinoline-1(2H)-yl)-2-(((1-methylpyrrolidin-2-yl)methoxy)quinazolin-4-yl)piperazine-1-carboxylic acid